CC1N2C(OC1)=CC=N2 3-methyl-2,3-dihydropyrazolo[5,1-b]oxazole